cyclopentane-1,2-diamine C1(C(CCC1)N)N